1-(3-iodo-1-methyl-1H-pyrazol-4-yl)prop-2-yne IC1=NN(C=C1CC#C)C